chromium(II) bromide [Br-].[Cr+2].[Br-]